C(CCCC#C)N hex-5-ynylamine